NC1=C2C(=NC=N1)N(N=C2C#CC=2C(=CC1=C(N=C(O1)C1(CC1)F)C2)F)[C@@H]2CN(CC2)C(C=C)=O (S)-1-(3-(4-amino-3-((6-fluoro-2-(1-fluorocyclopropyl)benzo[d]oxazol-5-yl)ethynyl)-1H-pyrazolo[3,4-d]pyrimidin-1-yl)pyrrolidin-1-yl)prop-2-en-1-one